P1(OC2(NC3=C(N2)C=CC=C3Br)O1)(=O)N (Z)-(4-bromo-1,3-dihydro-2H-benzo[d]imidazol-2-ylidene) phosphoramidate